N-tert-butoxycarbonyl-L-Glutamic acid-5-methyl ester COC(CC[C@H](NC(=O)OC(C)(C)C)C(=O)O)=O